C(C)C(=CC)CCCC 3-ethyl-2-heptene